N-[(3R,5S)-1-(8-cyano-6-fluoroquinoxalin-5-yl)-5-methylpiperidin-3-yl]3,3-dimethylbutanamide C(#N)C=1C=C(C(=C2N=CC=NC12)N1C[C@@H](C[C@@H](C1)C)NC(CC(C)(C)C)=O)F